trichloromethyl-methyl mercaptan ClC(Cl)(Cl)CS